C(C=C)(=O)N1CC2=C([C@@H]1C1=C(C(=CC=C1)F)C=1C(=NN(C1)CC)C(F)(F)F)C=C(S2)C#N (S)-5-acryloyl-4-(2-(1-ethyl-3-(trifluoromethyl)-1H-pyrazol-4-yl)-3-fluorophenyl)-5,6-dihydro-4H-thieno[2,3-c]pyrrole-2-carbonitrile